3-((3-bromopyridin-2-yl)methyl)-2-((7-fluoro-1H-benzo[d][1,2,3]triazol-5-yl)methyl)isoindolin-1-one BrC=1C(=NC=CC1)CC1N(C(C2=CC=CC=C12)=O)CC1=CC2=C(NN=N2)C(=C1)F